C(C)(C)(C)C1=C(C(=C(C=C1)C(C)C)C(C)C)C(C)(C)C di-t-Butyldiisopropylbenzene